ClC=1C=CC(=C(C1)C1=C(C=NC(=C1)N1C(CC(CC1)(C)C)=O)C(=O)NC=1SC=2C(=NC=C(N2)C2CC2)N1)OC 4-(5-chloro-2-methoxy-phenyl)-N-(6-cyclopropylthiazolo[4,5-b]pyrazin-2-yl)-6-(4,4-dimethyl-2-oxo-1-piperidinyl)pyridine-3-carboxamide